ClC=1C=C(C(=NC1)OC1=CC=C(C=C1)N1N=C(N=N1)CNCC(=O)O)F ((2-(4-((5-chloro-3-fluoropyridin-2-yl)oxy)phenyl)-2H-tetrazol-5-yl)methyl)glycine